COC(C)C1=C(C=NC=2N1N=CC2)C(=O)O 7-(1-methoxyethyl)pyrazolo[1,5-a]pyrimidine-6-carboxylic acid